(S)-2-((6-(6-methoxypyridin-3-yl)quinazolin-4-yl)amino)-N-propyl-propionamide COC1=CC=C(C=N1)C=1C=C2C(=NC=NC2=CC1)N[C@H](C(=O)NCCC)C